C(CCCCC(C)C)C(=CCC)CCCCCC(C)C diisooctyl-butene